OCC(CCCCCCCCC(=O)OCC)CCCCCCCC ethyl 10-hydroxymethylstearate